(3S,4R)-4-{[6-cyano-7-(3-fluoro-3-methylbutan-2-yl)-5-methylpyrrolo[2,1-f][1,2,4]triazin-2-yl]amino}oxan-3-yl acetate C(C)(=O)O[C@@H]1COCC[C@H]1NC1=NN2C(C=N1)=C(C(=C2C(C)C(C)(C)F)C#N)C